5-methyl-bicyclo[2.2.2]oct-5-ene CC=1C2CCC(C1)CC2